17-Methylheptatriacontane CC(CCCCCCCCCCCCCCCC)CCCCCCCCCCCCCCCCCCCC